tetrabutylthiuram disulphide C(CCC)N(C(SSC(N(CCCC)CCCC)=S)=S)CCCC